FC1(C=2N(C[C@H](CC1)CO)N=C1C2CN([C@@H](C1)C)C(=O)NC1=CC(=C(C=C1)F)C(F)(F)F)F |o1:5| (3R,8S*)-11,11-Difluoro-N-(4-fluoro-3-(trifluoromethyl)phenyl)-8-(hydroxymethyl)-3-methyl-3,4,8,9,10,11-hexahydro-1H-pyrido[4',3':3,4]pyrazolo[1,5-a]azepine-2(7H)-carboxamide